CNC1=NC=CC(=C1)C1=C(NC2=C(C=CC=C12)[C@H](C)N1C(OC2(CC(C2)CN)C1)=O)C(=O)O 3-[2-(methyl-amino)pyridin-4-yl]-7-[(1S)-1-[(2r,4r)-2-(amino-methyl)-6-oxo-5-oxa-7-azaspiro[3.4]octan-7-yl]ethyl]-1H-indole-2-carboxylic acid